5-hydroxy-3,5-dimethylhydantoin OC1(C(N(C(N1)=O)C)=O)C